4-hydroxyethylpiperazineethanesulfonic acid sodium salt [Na+].OCCN1CCN(CC1)CCS(=O)(=O)[O-]